FC1=CC(=C(C=C1)C1=C2C=NN(C2=CC(=C1)C1CN(C1)C(C(C)C)C1CC(C1)N1C[C@H](CC1)OC)C)C(=O)N1[C@@H](COCC1)C 4-{4-fluoro-2-[(3R)-3-methylmorpholine-4-carbonyl]phenyl}-1-methyl-6-(1-{2-methyl-1-[(1s,3s)-3-[(3S)-3-methoxypyrrolidin-1-yl]cyclobutyl]propyl}azetidin-3-yl)-1H-indazole